The molecule is an N-carbamoyl-D-alpha-amino acid derived from D-methionine. It is a N-carbamoyl-D-alpha-amino acid and a D-methionine derivative. It is a conjugate acid of a N-carbamoyl-D-methioninate. It is an enantiomer of a N-carbamoyl-L-methionine. CSCC[C@H](C(=O)O)NC(=O)N